CC1(OCCC1)C=C 2-methyl-2-vinyltetrahydrofuran